The molecule is an organic disulfide that is didecyl disulfide in which the hydrogens of the terminal methyl groups are replaced by 3,4-dimethoxy-5-methyl-2H-pyran-2-ones groups respectively. It has been isolated from the marine sponge of the genus Plakortis. It has a role as an animal metabolite. It is a member of 2-pyranones, an ether, a polyketide and an organic disulfide. CC1=C(OC(=O)C(=C1OC)OC)CCCCCCCCCCSSCCCCCCCCCCC2=C(C(=C(C(=O)O2)OC)OC)C